N-methyl-N-ethylpyridinecarboxamide CN(C(=O)C1=NC=CC=C1)CC